6,7-DIHYDRO-5H-CYCLOPENTA[B]PYRIDINE-1-IUM [NH+]1=C2C(=CC=C1)CCC2